tert-Butyl (2-(5-methyl-6-((1-(naphthalen-1-yl)cyclopropyl)carbamoyl)-1H-indol-2-yl)ethyl)carbamate CC=1C=C2C=C(NC2=CC1C(NC1(CC1)C1=CC=CC2=CC=CC=C12)=O)CCNC(OC(C)(C)C)=O